5-((1R,4R)-2-oxo-5-azabicyclo[2.2.1]heptane-5-yl)-N-(3-chloro-1-((1R,4R)-4-Formylcyclohexyl)-1H-pyrazol-4-yl)pyrazolo[1,5-a]pyrimidine-3-carboxamide O=C1[C@H]2CN([C@@H](C1)C2)C2=NC=1N(C=C2)N=CC1C(=O)NC=1C(=NN(C1)C1CCC(CC1)C=O)Cl